C1(=CC=CC=C1)S(=O)(=O)OCCCCCCCCCCCCCCCCCCCC.[Mg] magnesium eicosyl benzenesulfonate